6-(2-methoxyethoxy)quinazolin-4-amine COCCOC=1C=C2C(=NC=NC2=CC1)N